F[C@@H]1[C@@H](CN(C1)C1=NO[C@@H](C1)C1=NC=C(C=C1C1=C(C=C(C=C1F)F)F)C)NC(OCC1=CC=CC=C1)=O Benzyl [(3R,4S)-4-fluoro-1-{(5S)-5-[5-methyl-3-(2,4,6-trifluorophenyl)pyridin-2-yl]-4,5-dihydro-1,2-oxazol-3-yl}pyrrolidin-3-yl]carbamate